N=1C=NN2C1C=C(C=C2)C2=CNC=1N=C(N=CC12)NC1C[C@@H]2[C@@H](CN(C2)C(C)=O)C1 1-((3aR,5s,6aS)-5-((5-([1,2,4]triazolo[1,5-a]pyridin-7-yl)-7H-pyrrolo[2,3-d]pyrimidin-2-yl)amino)hexahydrocyclopenta[c]pyrrol-2(1H)-yl)ethan-1-one